ClC1=C(C(=CC=C1)F)C1=NCC2=NN=C(N2C=2SC=3C(CCC3C12)C(=O)OCC)C ethyl 9-(2-chloro-6-fluoro-phenyl)-3-methyl-16-thia-2,4,5,8-tetrazatetracyclo[8.6.0.02,6.011,15]hexadeca-1(10),3,5,8,11(15)-pentaene-14-carboxylate